FC=1C=C(CC2=CC(=NC=C2)N2N=C(C(=C2)C(=O)N)C)C=C(C1)C(F)(F)F 1-(4-(3-Fluoro-5-(trifluoromethyl)benzyl)pyridin-2-yl)-3-methyl-1H-pyrazol-4-carboxamid